ClCC1=C(N=CN1CC)C1CC1 5-(Chloromethyl)-4-cyclopropyl-1-ethylimidazole